(1S,3S)-3-((6-(5-((((4,4-difluoro-2-methylbutoxy)carbonyl)amino)methyl)-1-methyl-1H-1,2,3-triazol-4-yl)-2-methylpyridin-3-yl)oxy)cyclohexane-1-carboxylic acid FC(CC(COC(=O)NCC1=C(N=NN1C)C1=CC=C(C(=N1)C)O[C@@H]1C[C@H](CCC1)C(=O)O)C)F